C(C)(C)C1=NC(=CC=C1C=1C=C(C(N(C1)C)=O)C)N1CCN(CC1)CC=1C=NC(=CC1)N1CCNCC1 5-[2-isopropyl-6-[4-[(6-piperazin-1-yl-3-pyridyl)methyl]piperazin-1-yl]-3-pyridyl]-1,3-dimethyl-pyridin-2-one